(4-chlorobenzyl)-N-(1-phenethylpiperidin-4-yl)butanamide ClC1=CC=C(CC(C(=O)NC2CCN(CC2)CCC2=CC=CC=C2)CC)C=C1